N-(2-cyclopentyl-5-fluorobenzyl)-N-cyclopropyl-3-(difluoromethyl)-5-fluoro-1-methyl-1H-pyrazol-4-carboxamide C1(CCCC1)C1=C(CN(C(=O)C=2C(=NN(C2F)C)C(F)F)C2CC2)C=C(C=C1)F